(S)-(4-amino-7-fluoroimidazo[1,5-a]quinoxalin-8-yl)(3-(4-(trifluoromethoxy)phenyl)morpholino)methanone NC=1C=2N(C3=CC(=C(C=C3N1)F)C(=O)N1[C@H](COCC1)C1=CC=C(C=C1)OC(F)(F)F)C=NC2